CC1(CN2C(OC1)=C(C=N2)S(=O)(N)=NC(NC=2C=C(C=CC2)C)=O)C 6,6-dimethyl-N'-(m-tolylcarbamoyl)-6,7-dihydro-5H-pyrazolo[5,1-b][1,3]oxazine-3-sulfonimidamide